2-(4-((4-(Ethyl((4-(trifluoromethyl)cyclohexyl)methyl)amino)-7H-pyrrolo[2,3-d]pyrimidin-7-yl)methyl)-3-hydroxypiperidin-1-yl)acetamide C(C)N(C=1C2=C(N=CN1)N(C=C2)CC2C(CN(CC2)CC(=O)N)O)CC2CCC(CC2)C(F)(F)F